ClC1=CC=C2CC(C2=C1)C(=O)OCC ethyl 4-chlorobicyclo[4.2.0]oct-1,3,5-triene-7-carboxylate